3-(4-(4-(4-(benzothien-7-yl)piperazin-1-yl)butyl)-1-oxoisoindolin-2-yl)piperidine-2,6-dione S1C=CC2=C1C(=CC=C2)N2CCN(CC2)CCCCC2=C1CN(C(C1=CC=C2)=O)C2C(NC(CC2)=O)=O